C1(CCC(N1OC(=O)C=1C(=C(C=CC1)SC1=NC=CC=C1)C)=O)=O succinimidyloxycarbonyl-methyl-(2-pyridylthio)benzene